4-bromo-2-chloro-9,9-diphenyl-9H-fluorene BrC1=CC(=CC=2C(C3=CC=CC=C3C12)(C1=CC=CC=C1)C1=CC=CC=C1)Cl